2-{3-[2-amino-6-(3,4-difluorophenyl)-7H-pyrrolo[2,3-d]pyrimidin-4-yl]-2-(hydroxymethyl)phenyl}-6-cyclopropyl-8-fluoroisoquinolin-1(2H)-one NC=1N=C(C2=C(N1)NC(=C2)C2=CC(=C(C=C2)F)F)C=2C(=C(C=CC2)N2C(C1=C(C=C(C=C1C=C2)C2CC2)F)=O)CO